CN1C(N(C=2N=CN(C2C1=O)[C@H](C(=O)NC=1SC(=C(N1)C=1C=NC(=NC1)N1[C@H](CCC1)C)C(F)(F)F)C)C)=O (S)-2-(1,3-dimethyl-2,6-dioxo-1,2,3,6-tetrahydro-7H-purin-7-yl)-N-(4-(2-((S)-2-methylpyrrolidin-1-yl)pyrimidin-5-yl)-5-(trifluoromethyl)thiazol-2-yl)propanamide